ClC=1C(N(C(=CC1OC([2H])([2H])C1=NC=C(C=C1Cl)F)C)C1=CC(=NC=C1C)N1C(C(=CC=C1)C(C)(C)O)=O)=O rel-4'-{3-chloro-4-[(3-chloro-5-fluoropyridin-2-yl)(2H2)methoxy]-6-methyl-2-Oxo-pyridin-1-yl}-3-(2-hydroxy-prop-2-yl)-5'-methyl-[1,2'-bipyridine]-2-one